C(C)(C)NC=1C2=C(N=C(N1)NC1=C(C=C(C=C1)S(=O)(=O)N1CCOCC1)OC)NC=C2 N4-isopropyl-N2-(2-methoxy-4-(morpholinosulfonyl)phenyl)-7H-pyrrolo[2,3-d]pyrimidine-2,4-diamine